2-Benzyl-acrylic acid C(C1=CC=CC=C1)C(C(=O)O)=C